C(C)(C)(C)OC(=O)N(C1=CC(=C(C(=O)OC)C=C1Cl)OC([2H])([2H])[2H])C([2H])([2H])[2H] methyl 4-((tert-butoxycarbonyl)(methyl-d3)amino)-5-chloro-2-(methoxy-d3)benzoate